COC(C)C1=C(C=C(C=C1)C)N1/C(/SCC1=O)=N/C(=O)NC1=C(C=C(C=C1)C=1N=CN(C1)C1=NC=C(C=C1)C(F)(F)F)C (Z)-1-(3-(2-(1-methoxyethyl)-5-methylphenyl)-4-oxothiazolidin-2-ylidene)-3-(2-methyl-4-(1-(5-(trifluoromethyl)pyridin-2-yl)-1H-imidazol-4-yl)phenyl)urea